FC=1C=C(C=CC1)N1N=CC2=CC(=CC=C12)C(=O)N1CCC(CC1)C1=NC2=C(N1CCC1CCOCC1)C=CC=C2 (1-(3-fluorophenyl)-1H-indazol-5-yl)(4-(1-(2-(tetrahydro-2H-pyran-4-yl)ethyl)-1H-benzo[d]imidazol-2-yl)piperidin-1-yl)methanone